CC1=C(C(=O)OCC)C=C(C=C1)C 2,5-dimethylbenzoyloxyethane